FC(C=1N=C2N(N=C(C(=C2C)C)N2CC=3C=C(C=NC3CC2)C2=C(C=NC=C2)C)C(C1)=O)F 2-(difluoromethyl)-8,9-dimethyl-7-(3-(3-methylpyridin-4-yl)-7,8-dihydro-1,6-naphthyridin-6(5H)-yl)-4H-pyrimido[1,2-b]pyridazin-4-one